BrC=1C=CC(=C(C1)N(C#N)C)[N+](=O)[O-] N-(5-bromo-2-nitrophenyl)-N-methylcyanamide